((1R,2R)-2-ethoxycyclopropyl)-1-(3-(2-hydroxyethoxy)benzyl)-N-Methyl-2-oxo-1,2-dihydropyridine-3,5-dicarboxamide C(C)O[C@H]1[C@H](C1)C1=C(C(N(C=C1C(=O)N)CC1=CC(=CC=C1)OCCO)=O)C(=O)NC